1-(2-(4-(4-ethylphenyl)-1H-imidazol-2-yl)piperidin-1-yl)-2-(methylsulfanyl)propan-1-one C(C)C1=CC=C(C=C1)C=1N=C(NC1)C1N(CCCC1)C(C(C)SC)=O